BrC=1C=C(C=CC1F)NC(=NO)C=1C(=NON1)SCCCP(=O)(OC1=CC=CC=C1)NCC(=O)OCC ethyl N-{[3-({4-[N-(3-bromo-4-fluorophenyl)-N'-hydroxycarbamimidoyl]-1,2,5-oxadiazol-3-yl}sulfanyl)propyl](phenoxy)phosphoryl}glycinate